N-(2,6-dichlorobenzoyl)-N'-(4-cyanophenyl)urea ClC1=C(C(=O)NC(=O)NC2=CC=C(C=C2)C#N)C(=CC=C1)Cl